FC1=CC(=C(C=C1)C=1C=CC=2N(C1)C(=CN2)CN(C(OC(C)(C)C)=O)C)OCCC=2C(=NN(C2C)C)C(C(C)C)=O tert-butyl ((6-(4-fluoro-2-(2-(3-isobutyryl-1,5-dimethyl-1H-pyrazol-4-yl)ethoxy)phenyl)imidazo[1,2-a]pyridin-3-yl)methyl)(methyl)carbamate